(2-(benzyl-(methyl)amino)-2-oxoethyl)zinc (II) bromide [Br-].C(C1=CC=CC=C1)N(C(C[Zn+])=O)C